3-[(4-methoxyphenyl)methoxy]propan-1-ol COC1=CC=C(C=C1)COCCCO